ClC=1C=C2C(OCC3CN(C4=CC=CC=C4C=4C(=CC(=C(NS(C(C1OC)=C2)(=O)=O)C4)F)F)C3)=O 16-chloro-22,24-difluoro-17-methoxy-19,19-dioxo-12-oxa-19λ6-thia-8,20-diazapentacyclo[19.3.1.18,10.114,18.02,7]heptacosa-1(25),2,4,6,14,16,18(26),21,23-nonaen-13-one